3-amino-1-[(3R,4R)-4-{[4-(1-tert-butyl-4-fluoro-1H-benzimidazol-6-yl)-5-chloropyridin-2-yl]amino}-3-hydroxypiperidin-1-yl]-2,2-difluoropropan-1-one NCC(C(=O)N1C[C@H]([C@@H](CC1)NC1=NC=C(C(=C1)C=1C=C(C2=C(N(C=N2)C(C)(C)C)C1)F)Cl)O)(F)F